S(=O)(=O)([O-])CCCCS(=O)(=O)[O-] tetramethylenedisulfonate